O=C(CNC(=O)C1CCN(CC1)C1=CC=CC=C1)NC=1C=C2CC3(C(NC4=NC=CC=C43)=O)CC2=CC1 N-(2-oxo-2-((2'-oxo-1,1',2',3-tetrahydrospiro[indene-2,3'-pyrrolo[2,3-b]pyridin]-5-yl)amino)ethyl)-1-phenylpiperidine-4-carboxamide